C1(CCCC1)N1CCN(CC1)CC1=CC=C(C=C1)C1(NNC(=N1)N)N 3-(4-((4-cyclopentylpiperazino)methyl)phenyl)-1H-1,2,4-triazole-3,5-diamine